2-(4-chloro-1-isopropyl-1H-pyrazol-5-yl)-4-(4-(1-methyl-1H-pyrazol-3-yl)benzyl)-6,7-dihydropyrazolo[1,5-a]pyrimidin-5(4H)-one ClC=1C=NN(C1C1=NN2C(N(C(CC2)=O)CC2=CC=C(C=C2)C2=NN(C=C2)C)=C1)C(C)C